P(=O)(O)(O)CC(=O)O Phosphonoacetic acid